1-(2,4-dichlorophenyl)-4-{2'-ethoxy-[2,3'-bipyridine]-5-yl}-N-[(2S)-1-(methylamino)propan-2-yl]piperidine-4-carboxamide ClC1=C(C=CC(=C1)Cl)N1CCC(CC1)(C(=O)N[C@H](CNC)C)C=1C=CC(=NC1)C=1C(=NC=CC1)OCC